rac-(1R*,2S*)-5'-chloro-1'-methyl-2'-oxospiro[cyclopropane-1,3'-indoline]-2-carboxamide ClC=1C=C2[C@]3(C(N(C2=CC1)C)=O)[C@H](C3)C(=O)N |r|